CN(CCCCCCCSC1=C2CN(C(C2=CC=C1)=O)C1C(NC(CC1)=O)=O)[C@@H]1[C@@]2(CC[C@H](C1)C2(C)C)C 3-(4-((7-(methyl((1R,2S,4R)-1,7,7-trimethylbicyclo[2.2.1]heptan-2-yl)amino)heptyl)thio)-1-oxoisoindolin-2-yl)piperidine-2,6-dione